BrC1=CC=C(C=C1)C(C)(C)C=1N=C(SC1)NC(=O)NCC=1C=NC(=CC1)N1CCNCC1 1-(4-(2-(4-bromophenyl)propan-2-yl)thiazol-2-yl)-3-((6-(piperazin-1-yl)pyridin-3-yl)methyl)urea